CN1C[C@H](CC1)OC(=O)C1=CC=C2C=CC=NC2=C1 quinoline-7-carboxylic acid (3S)-1-methylpyrrolidin-3-yl ester